FC1=CN=C2NC(=NC2=C1)C1CCNCC1 6-fluoro-2-(4-piperidyl)-3H-1,3,4-triazainden